N1CCC(CC1)OC1CC(C1)OC1=CC=C(C=N1)C=1C=CC=2C3=C(NC2C1)C=CN=C3 7-[6-[3-(4-piperidinyloxy)cyclobutoxy]-3-pyridyl]-5H-pyrido[4,3-b]indole